BrC=1C=C(C=NC1)[C@@H]1OCC[C@H]1NC(N([C@@H](C)C1=CC=NC=C1)C)=O 3-[(2S,3R)-2-(5-bromo-3-pyridyl)tetrahydrofuran-3-yl]-1-methyl-1-[(1S)-1-(4-pyridyl)ethyl]urea